ClC1=NS(C2=C1C=CC(=C2)OC)(=O)=O 3-chloro-6-methoxy-1,2-benzothiazol 1,1-dioxide